(4-(4-((3-(3,6-difluoropyridin-2-yl)-1-(trans-4-ethoxycyclohexyl)-1H-pyrazol-4-yl)carbamoyl)thiazol-2-yl)-1H-pyrazol-1-yl)methyl (tert-butoxycarbonyl)-L-valinate C(C)(C)(C)OC(=O)N[C@@H](C(C)C)C(=O)OCN1N=CC(=C1)C=1SC=C(N1)C(NC=1C(=NN(C1)[C@@H]1CC[C@H](CC1)OCC)C1=NC(=CC=C1F)F)=O